1,1,3-trichloro-2-propanol ClC(C(CCl)O)Cl